L-lysyl-L-alanyl-L-phenylalanyl-L-valyl-L-glutamine N[C@@H](CCCCN)C(=O)N[C@@H](C)C(=O)N[C@@H](CC1=CC=CC=C1)C(=O)N[C@@H](C(C)C)C(=O)N[C@@H](CCC(N)=O)C(=O)O